3-chloro-N-[2,6-difluoro-4-(2-phenylethynyl)phenyl]-2-fluoro-benzenesulfonamide ClC=1C(=C(C=CC1)S(=O)(=O)NC1=C(C=C(C=C1F)C#CC1=CC=CC=C1)F)F